(R)-(3-methyl-1-(4-(4-((1-methyl-3-(pyridin-2-yl)-1H-pyrazol-4-yl)carbamoyl)thiazol-2-yl)-1H-pyrazol-1-yl)-1-oxobutan-2-yl)carbamic acid tert-butyl ester C(C)(C)(C)OC(N[C@@H](C(=O)N1N=CC(=C1)C=1SC=C(N1)C(NC=1C(=NN(C1)C)C1=NC=CC=C1)=O)C(C)C)=O